(Z)-tert-butyl (4-((2-((4-(N,N-diisopropylsulfamoyl)benzyl)oxy) phenyl)thio)-3-fluorobut-2-en-1-yl)carbamate C(C)(C)N(S(=O)(=O)C1=CC=C(COC2=C(C=CC=C2)SC/C(=C/CNC(OC(C)(C)C)=O)/F)C=C1)C(C)C